4-cyano-N-(methylsulfonyl)benzamide C(#N)C1=CC=C(C(=O)NS(=O)(=O)C)C=C1